NC1=C(C2=C(C=3N(C(=C2)C)N=CN3)N1C1=C(C(=CC=C1C)OC)Cl)C#N 8-amino-9-(2-chloro-3-methoxy-6-methylphenyl)-5-methyl-9H-pyrrolo[2,3-c][1,2,4]triazolo[1,5-a]pyridine-7-carbonitrile